ClC=1C=C(C=CC1)[C@H]1C[C@](C(N([C@@H]1C1=CC=C(C=C1)Cl)[C@H](CN(S(=O)(=O)C1CC1)C)CC)=O)(CCN1CCS(CC1)(=O)=O)CC(=O)O 2-((3S,5R,6S)-5-(3-chlorophenyl)-6-(4-chlorophenyl)-3-(2-(1,1-dioxidothiomorpholino)ethyl)-1-((S)-1-(N-methylcyclopropanesulfonamido)butan-2-yl)-2-oxopiperidin-3-yl)acetic Acid